FC1=C(C(=CC=C1)C)N1CCC(CC1)N1C(N(C=2C(C1)=CN(N2)CC(C)(C)O)CC2=C(C=CC=C2)C(F)(F)F)=O 5-[1-(2-fluoro-6-methyl-phenyl)-piperidin-4-yl]-2-(2-hydroxy-2-methyl-propyl)-7-(2-trifluoromethyl-benzyl)-2,4,5,7-tetrahydro-pyrazolo[3,4-d]pyrimidin-6-one